3-(4-(ethylsulfonamido)-3-isobutoxyphenyl)-5-(pyrazin-2-ylamino)-1H-pyrazole-4-carboxamide C(C)S(=O)(=O)NC1=C(C=C(C=C1)C1=NNC(=C1C(=O)N)NC1=NC=CN=C1)OCC(C)C